BrC=1C=C2C(N(C(=NC2=C(C1)Cl)C=1C=C2C(=CN1)SC=C2)COCC[Si](C)(C)C)=O 6-bromo-8-chloro-2-thieno[2,3-c]pyridin-5-yl-3-(2-trimethylsilyl-ethoxymethyl)-3H-quinazolin-4-one